O-(linalyl)-glucopyranose C(C)(C=C)(CCC=C(C)C)OC1[C@H](O)[C@@H](O)[C@H](O)[C@H](O1)CO